4-((4-((1R,5S)-3,8-diazabicyclo[3.2.1]octan-3-yl)-8-fluoro-7-(3-hydroxynaphthalen-1-yl)pyrido[4,3-d]pyrimidin-2-yl)oxy)tetrahydro-2H-thiopyran 1-oxide [C@H]12CN(C[C@H](CC1)N2)C=2C1=C(N=C(N2)OC2CCS(CC2)=O)C(=C(N=C1)C1=CC(=CC2=CC=CC=C12)O)F